C(CCC)OCCO 2-butoxyethan-1-ol